2-(trifluoromethyl)spiro[3.3]heptane-2-carbonyl chloride FC(C1(CC2(C1)CCC2)C(=O)Cl)(F)F